C(C)(C)(C)C=1C=C2C=3C=CC(=CC3NC2=CC1)OC 6-(tert-butyl)-2-methoxycarbazole